(R)-tert-butyl 3-(2-((S)-4-benzyl-2-oxooxazolidin-3-yl)-2-oxoethyl)pyrrolidine-1-carboxylate C(C1=CC=CC=C1)[C@@H]1N(C(OC1)=O)C(C[C@@H]1CN(CC1)C(=O)OC(C)(C)C)=O